1-methyl-N-(1H-pyrazol-4-yl)-2-((6-(trifluoromethoxy)-benzo[d]oxazol-2-yl)-amino)-1H-benzo[d]-imidazole-5-carboxamide CN1C(=NC2=C1C=CC(=C2)C(=O)NC=2C=NNC2)NC=2OC1=C(N2)C=CC(=C1)OC(F)(F)F